ClC1=CC=C(C=N1)C[N+]1=C2N(C(C(=C1)C1SCCCS1)=O)C=CC=C2 1-((6-chloropyridin-3-yl)methyl)-3-(1,3-dithian-2-yl)-4-oxo-4H-pyrido[1,2-a]pyrimidinium